(R)-1-(2-benzothiazolyl)-1-(4-methoxyphenyl)-1-ethanol S1C(=NC2=C1C=CC=C2)[C@](C)(O)C2=CC=C(C=C2)OC